(R*)-6-(6-methoxy-1H-imidazo[4,5-b]pyridin-2-yl)-2-methyl-7-((2-methyl-1-(pyrimidin-2-yl)propyl)amino)-2,4-dihydro-5H-pyrazolo[4,3-b]pyridin-5-one COC=1C=C2C(=NC1)N=C(N2)C2=C(C=1C(NC2=O)=CN(N1)C)N[C@H](C(C)C)C1=NC=CC=N1 |o1:23|